CC=1C=C(C=CC1OC1=NC=C(C=C1[N+](=O)[O-])C)NC(C=C)=O N-(3-methyl-4-((5-methyl-3-nitropyridin-2-yl)oxy)phenyl)acrylamide